1-Ethyl-4-[2-(1-ethyl-4-piperidyl)ethyl]piperidin C(C)N1CCC(CC1)CCC1CCN(CC1)CC